5-[4-[[2-(1,1-difluoroethyl)-3-oxo-4H-quinoxalin-6-yl]methyl]piperazin-1-yl]-N-methyl-pyridine-2-carboxamide FC(C)(F)C1=NC2=CC=C(C=C2NC1=O)CN1CCN(CC1)C=1C=CC(=NC1)C(=O)NC